1,1,1,3,3,3-hexafluoropropan-2-yl (R)-1-(pyridin-2-ylcarbamoyl)-6-azaspiro[2.5]octane-6-carboxylate N1=C(C=CC=C1)NC(=O)[C@@H]1CC12CCN(CC2)C(=O)OC(C(F)(F)F)C(F)(F)F